(S)-N-(7-(3,3-dimethylbut-1-yn-1-yl)-5-methyl-4-oxo-2,3,4,5-tetrahydrobenzo[b][1,4]oxazepin-3-yl)-4-((2-methylthiazol-4-yl)methyl)picolinamide CC(C#CC1=CC2=C(OC[C@@H](C(N2C)=O)NC(C2=NC=CC(=C2)CC=2N=C(SC2)C)=O)C=C1)(C)C